methyl-benzothiazole zinc salt [Zn].CC=1SC2=C(N1)C=CC=C2